2-Bromo-9,9-difluoro-7-iodo-9H-fluorene BrC1=CC=2C(C3=CC(=CC=C3C2C=C1)I)(F)F